[5-(2-methoxypyridin-4-yl)-1H-pyrazole-3-carbonyl]piperidine-4-carboxylic acid COC1=NC=CC(=C1)C1=CC(=NN1)C(=O)N1CCC(CC1)C(=O)O